N-benzyl-2-(1-ethyl-2-oxo-2,3-dihydro-1H-pyrido[2,3-b][1,4]thiazin-3-yl)acetamide C(C1=CC=CC=C1)NC(CC1C(N(C2=C(S1)N=CC=C2)CC)=O)=O